CN(C)CC=1C=C(OCC2CCN(CC2)C(=O)[C@H](CC(C)C)N2C([C@@H](NCC2)CC(C)C)=O)C=CC1 (S)-1-[(S)-1-{[4-({m-[(Dimethyl-amino)meth-yl]phenoxy}methyl)-1-piperidyl]carbonyl}-3-methylbutyl]-3-isobutyl-2-piperazinone